CN(NC)CC=1N(C2=CC=CC=C2C1)CCC(=O)NC(CCC(=O)O)C=O 4-(3-(2-((1,2-dimethylhydrazino)methyl)-1H-indol-1-yl)propionamido)-5-oxopentanoic acid